1-[(1S)-1-(ethoxymethyl)-2,2-dimethyl-propyl]imidazo[4,5-c]quinoline C(C)OC[C@H](C(C)(C)C)N1C=NC=2C=NC=3C=CC=CC3C21